(S) or (R)-N-(amino(2-(2-hydroxypropan-2-yl)thiazol-5-yl)(oxo)-λ6-sulfaneylidene)-2-(2,6-diisopropyl-4-(naphthalen-2-yl)phenyl)acetamide N[S@@](=NC(CC1=C(C=C(C=C1C(C)C)C1=CC2=CC=CC=C2C=C1)C(C)C)=O)(=O)C1=CN=C(S1)C(C)(C)O |o1:1|